(4-((2S,5R)-4-(tert-Butoxycarbonyl)-2,5-dimethylpiperazin-1-yl)-5-isopropyl-7H-pyrrolo[2,3-d]pyrimidin-7-yl)isonicotinic acid C(C)(C)(C)OC(=O)N1C[C@@H](N(C[C@H]1C)C=1C2=C(N=CN1)N(C=C2C(C)C)C2=C(C(=O)O)C=CN=C2)C